COC1=C(C2=CC=CC=C2C=C1)CCNC1=CC(=NC=N1)C=1C(=C(C(=O)O)C=CC1)CCC 6-[2-(2-Methoxy-naphthalen-1-yl)-ethylamino]-pyrimidin-4-yl-2-propyl-benzoic acid